CC(=CCCC(C)(C=C)OC(=O)CC1=CC=CC=C1)C Linalyl phenyl acetate